(R)-N-(2-methoxy-4-(4-(4-methylpiperazin-1-yl)piperidin-1-yl)phenyl)-4-(3-phenylisoxazolidin-2-yl)-1,3,5-triazin-2-amine COC1=C(C=CC(=C1)N1CCC(CC1)N1CCN(CC1)C)NC1=NC=NC(=N1)N1OCC[C@@H]1C1=CC=CC=C1